3-chloro-2-(4-((2,4-difluorophenyl)difluoromethyl)piperidin-1-yl)pyrido[3,4-b]pyrazine ClC1=C(N=C2C(=N1)C=NC=C2)N2CCC(CC2)C(F)(F)C2=C(C=C(C=C2)F)F